(S)-1-(3-dimethylaminopropyl)-2-(3-pyridyl)pyrrolidine CN(CCCN1[C@@H](CCC1)C=1C=NC=CC1)C